CC=1N=CC(=NC1)C(=O)NC1=CC=C(C=C1)[N+](=O)[O-] 5-methyl-N-(4-nitrophenyl)pyrazine-2-carboxamide